ClC1=CC=2C(C=3N=C(N=CC3C2C=C1)N1C=NC=C1)=O 7-chloro-2-(1H-imidazol-1-yl)-9H-indeno[2,1-d]Pyrimidin-9-one